morpholino(4-(4,4,5,5-tetramethyl-1,3,2-dioxaborolane-2-yl)phenyl)methanone O1CCN(CC1)C(=O)C1=CC=C(C=C1)B1OC(C(O1)(C)C)(C)C